N-[(1S)-5-[2-(2-aminopyridin-3-yl)-5-(1-methylpyrazol-3-yl)imidazo[4,5-b]pyridin-3-yl]-2,3-dihydro-1H-inden-1-yl]-2-fluoro-5-formyl-4-hydroxybenzamide NC1=NC=CC=C1C1=NC=2C(=NC(=CC2)C2=NN(C=C2)C)N1C=1C=C2CC[C@@H](C2=CC1)NC(C1=C(C=C(C(=C1)C=O)O)F)=O